F\C=C(\C(F)(F)F)/F (Z)-1,2,3,3,3-Pentafluoropropene